7-hydroxy-16-oxa-23-thia-2,3,10-triazahexacyclo[15.12.1.12,10.03,8.021,30.024,29]hentriaconta-4,7,13,17,19,21(30),24(29),25,27-nonaene-6,9-dione OC=1C(C=CN2N3C4C=5C=CC=CC5SCC=5C=CC=C(OCC=CCCN(C(C12)=O)C3)C45)=O